C(C1=CC=CC=C1)(=O)N Benzamide